6-Chloro-4-isopropyl-N-(tetrahydro-2H-pyran-4-yl)-2,7-naphthyridine-1-carboxamide ClC=1C=C2C(=CN=C(C2=CN1)C(=O)NC1CCOCC1)C(C)C